SC(C(=O)OCC(COC(C(C)S)=O)(COCC(COC(C(C)S)=O)(COC(C(C)S)=O)COC(C(C)S)=O)COC(C(C)S)=O)C dipentaerythritol hexa(2-mercaptopropionate)